BrC1=CC=C(CN2CCC3(CC(C3)O)CC2)C=C1 7-(4-bromobenzyl)-7-azaspiro[3.5]nonan-2-ol